1-(4-(4-(3-((2-((1S)-1-((tetrahydro-2H-pyran-2-yl)oxy)ethyl)-1H-imidazol-1-yl)methyl)isoxazol-5-yl)phenyl)but-3-yn-1-yl)pyridine-2(1H)-one O1C(CCCC1)O[C@@H](C)C=1N(C=CN1)CC1=NOC(=C1)C1=CC=C(C=C1)C#CCCN1C(C=CC=C1)=O